[Si](C)(C)(C(C)(C)C)OCCN1[C@H]2CN(C[C@@H]1CC2)C=2C=CC(=C(C(=O)N[C@H](C)C1=CC(=CC(=C1)C=1C=NN(C1)C)OC)C2)C 5-[(1R,5S)-8-[2-[tert-butyl(dimethyl)silyl]oxyethyl]-3,8-diazabicyclo[3.2.1]octan-3-yl]-N-[(1R)-1-[3-methoxy-5-(1-methylpyrazol-4-yl)phenyl]ethyl]-2-methyl-benzamide